N7-methylguanosine 5'-phosphate P(=O)(O)(O)OC[C@@H]1[C@H]([C@H]([C@@H](O1)N1C=[N+](C=2C(=O)NC(N)=NC12)C)O)O